N-(1-Cyclobutyl-5-oxopyrrolidin-3-yl)-2-(2,5-dichlorophenyl)acetamid C1(CCC1)N1CC(CC1=O)NC(CC1=C(C=CC(=C1)Cl)Cl)=O